CC(C)OC(=O)C1(CC(C1)O)NC(=O)OCC1=CC=CC=C1 trans-1-{[(benzyloxy)carbonyl]amino}-3-hydroxycyclobutane-1-carboxylic acid propan-2-yl ester